2-(3-(2-(2-Ethyl-1H-imidazol-5-yl)-5-methyl-4-oxo-4,5-dihydrofuro[3,2-c]pyridin-7-yl)-4-(4-Fluoro-2,6-dimethylphenoxy)phenyl)propan-2-yl acetate C(C)(=O)OC(C)(C)C1=CC(=C(C=C1)OC1=C(C=C(C=C1C)F)C)C=1C2=C(C(N(C1)C)=O)C=C(O2)C2=CN=C(N2)CC